(S)-N-((R and S)-(3-chloro-4-fluorophenyl)(4-chlorophenyl)methyl)-5-oxopyrrolidine-3-carboxamide ClC=1C=C(C=CC1F)[C@H](NC(=O)[C@@H]1CNC(C1)=O)C1=CC=C(C=C1)Cl |&1:8|